(perfluorobutyl)ethylene FC(C(C(C(F)(F)F)(F)F)(F)F)(F)C=C